16,16-dioctyloxy-5,7-hexadecadiene C(CCCCCCC)OC(CCCCCCCC=CC=CCCCC)OCCCCCCCC